C1=CC=CC=2C3=CC=CC=C3C(C12)COC(=O)N[C@H](C(=O)O)CC=1C(=C(C=CC1)C1=CC=CC=C1)C (S)-2-((((9H-fluoren-9-yl)methoxy)carbonyl)amino)-3-(2-methyl-[1,1'-biphenyl]-3-yl)propanoic acid